FC(S(=O)(=O)C1(C(N([N+](=C1C)CCCC)C)C)S(=O)(=O)C(F)(F)F)(F)F bis(trifluoromethanesulfonyl)1-Butyl-2,3,5-trimethylpyrazolium